CC1=C(C(=CC=C1)C)C=1C=CC=C2C=CC(=NC12)C=O 8-(2,6-dimethylphenyl)-2-quinolinecarboxaldehyde